Phenyl-[p-(2-hydroxytetradecyloxy)phenyl]Iodonium hexafluoroanthracenate FC=1C(=C2C(=C3C(=C(C(=C(C3=CC2=CC1)C(=O)[O-])F)F)F)F)F.C1(=CC=CC=C1)[I+]C1=CC=C(C=C1)OCC(CCCCCCCCCCCC)O